CC(CC(CCC)CC)C=1NC=C[NH+]1 1-methyl-3-ethylhexylimidazolium